C(C)(C)(C)C1=C(C(=C(C=O)C(=C1)C)C)O 4-tertiary butyl-3-hydroxy-2,6-dimethylbenzaldehyde